(6-fluoro-1H-indol-4-yl)-6,7-dimethoxy-4-(piperidine-1-carbonyl)-1,2-dihydroisoquinolin-1-one FC1=CC(=C2C=CNC2=C1)N1C(C2=CC(=C(C=C2C(=C1)C(=O)N1CCCCC1)OC)OC)=O